(4-hydroxy-3,5-bis(hydroxymethyl)phenethyl)carbamic acid Tert-butyl ester C(C)(C)(C)OC(NCCC1=CC(=C(C(=C1)CO)O)CO)=O